Cl.Cl.CC1=CN=CC2=CC=CC(=C12)S(=O)(=O)N1[C@H](CNCCC1)C (S)-4-methyl-5-[[2-methyl-1,4-diazacycloheptan-1-yl]sulfonyl]-isoquinoline dihydrochloride